(3-acetamido-4-chlorobenzyl)-N-methylacetamide C(C)(=O)NC=1C=C(CCC(=O)NC)C=CC1Cl